C1(CC1)C=1N=NN(C1)C1=CC=C(C=C1)C(C)NC=1C2=C(N=CN1)OC(=C2)C N-[1-[4-(4-cyclopropyltriazol-1-yl)phenyl]ethyl]-6-methyl-furo[2,3-d]pyrimidin-4-amine